5-(4-((3'-ethyl-2'-oxo-2',3'-dihydro-1'H-spiro[cyclopropane-1,4'-thieno[2,3-d]pyrimidin]-6'-yl)methyl)piperazin-1-yl)-N,6-dimethylpicolinamide C(C)N1C(NC2=C(C13CC3)C=C(S2)CN2CCN(CC2)C=2C=CC(=NC2C)C(=O)NC)=O